FC(F)[SiH2]CCC difluoromethylpropylsilane